C1(=CC=CC=C1)C1N(CCC1)S(=O)(=O)C=1C=C(C=CC1)SC1=CC=C(S1)CNC(OC(C)(C)C)=O tert-Butyl ((5-((3-((2-phenylpyrrolidin-1-yl)sulfonyl)phenyl)thio)thiophen-2-yl)methyl)carbamate